ClC1=C(C=C(CNC(CCC)=O)C=C1)C=1NC(C=C(N1)C=1C=NC(=CC1)OCCF)=O N-(4-chloro-3-{4-[6-(2-fluoroethoxy)pyridin-3-yl]-6-oxo-1,6-dihydropyrimidin-2-yl}benzyl)butanamide